(R)-N-((S)-8,9-difluoro-6-oxo-1,4,5,6-tetrahydro-2H-pyrano[3,4-c]isoquinolin-1-yl)-2-hydroxy-N-methyl-2-phenylacetamide FC=1C(=CC=2C3=C(NC(C2C1)=O)COC[C@H]3N(C([C@@H](C3=CC=CC=C3)O)=O)C)F